methyl 3-(2-((7,8-dichloro-4-(1H-imidazol-1-yl) quinolin-2-yl)amino) ethoxy)benzoate ClC1=CC=C2C(=CC(=NC2=C1Cl)NCCOC=1C=C(C(=O)OC)C=CC1)N1C=NC=C1